2-methyl-2H-benzo[d][1,2,3]triazol-5-amine CN1N=C2C(=N1)C=CC(=C2)N